C(C1=CC=CC=C1)OC(=O)N1CCC(=CC1)CCl 4-(chloromethyl)-3,6-dihydropyridine-1(2H)-carboxylic acid benzyl ester